ClCC(=O)C=1C=CSC1 4-chloroacetyl-thiophene